Phenyl (R)-(1-(3-(3-fluoro-4-methoxyphenyl)-2,6-dimethylimidazo[1,2-b]pyridazin-8-yl)pyrrolidin-3-yl)carbamate FC=1C=C(C=CC1OC)C1=C(N=C2N1N=C(C=C2N2C[C@@H](CC2)NC(OC2=CC=CC=C2)=O)C)C